(2S)-2-(hydroxymethyl)-2,3-dihydro-1,4-benzodioxin OC[C@H]1COC2=C(O1)C=CC=C2